BrCC(=O)NCC(=O)NC(CCC(=O)[O-])C=O 4-(2-(2-bromoacetamido) acetamido)-5-oxopentanoate